N-(cis-2-(3-bromo-5-fluorobenzyl)-1-(cyclobutylcarbonyl)pyrrolidin-3-yl)methanesulfonamide BrC=1C=C(C[C@@H]2N(CC[C@@H]2NS(=O)(=O)C)C(=O)C2CCC2)C=C(C1)F